N'-(2-Chloro-3,5-dimethoxyphenyl)-N'-[3-(1-methylpyrazol-4-yl)quinoxalin-6-yl]-N-propan-2-ylethane-1,2-diamine ClC1=C(C=C(C=C1OC)OC)N(CCNC(C)C)C=1C=C2N=C(C=NC2=CC1)C=1C=NN(C1)C